CC(C[C@@H](CC(=O)N1C(OC[C@H]1C1=CC(=CC(=C1)C)C)=O)C[N+](=O)[O-])C (R)-3-((S)-5-methyl-3-(nitromethyl)hexanoyl)-4-(3,5-dimethylphenyl)oxazolidin-2-one